ricinoleyl tetratriacontanoate C(CCCCCCCCCCCCCCCCCCCCCCCCCCCCCCCCC)(=O)OCCCCCCCC\C=C/C[C@H](O)CCCCCC